1-(4-methoxybenzyl)-3-(6-(6-methyl-1,2,3,4-tetrahydroquinoline-1-carbonyl)spiro[3.3]heptan-2-yl)urea COC1=CC=C(CNC(=O)NC2CC3(C2)CC(C3)C(=O)N3CCCC2=CC(=CC=C32)C)C=C1